CN(C)CC1C[C@H]([C@H](N1C(=O)OCC1=CC=CC=C1)C(=O)OC)CCCB1OC(C(O1)(C)C)(C)C 1-benzyl 2-methyl (2S,3R)-5-((dimethylamino)methyl)-3-(3-(4,4,5,5-tetramethyl-1,3,2-dioxaborolan-2-yl)propyl)pyrrolidine-1,2-dicarboxylate